(3R,4S)-1-(6-(1-(3-Cyanocyclobutyl)-1H-pyrazol-4-yl)pyrrolo[1,2-b]pyridazin-4-yl)-3-cyclopropyl-4-methyl-2-oxopyrrolidine-3-carbonitrile C(#N)C1CC(C1)N1N=CC(=C1)C=1C=C2N(N=CC=C2N2C([C@]([C@@H](C2)C)(C#N)C2CC2)=O)C1